5-(1,6-heptadiynyl)uracil C(#CCCCC#C)C=1C(NC(NC1)=O)=O